C(C1=CC=CC=C1)(=O)\C(\CNS(=O)(=O)C)=C\C1=CC=CC=C1 (E)-N-(2-benzoyl-3-phenyl-allyl)-methylsulfonamide